C(C)(C)(C)OC(=O)N1C2CC(C(C1)C2)CN 5-(aminomethyl)-2-azabicyclo[2.2.1]heptane-2-carboxylic acid tert-butyl ester